2-amino-3-(phenylseleno)propionic acid NC(C(=O)O)C[Se]C1=CC=CC=C1